BrC=1C=C(C=2N(C1)N=CC2F)OC(CO[Si](C)(C)C(C)(C)C)C2=NC=C(C=C2)F [2-(6-Bromo-3-fluoro-pyrazolo[1,5-a]pyridin-4-yl)oxy-2-(5-fluoro-2-pyridyl)ethoxy]-tert-butyl-dimethyl-silane